(S)-tert-butyl (3,3-dimethyl-1-oxo-1-((4-(3-(pyridin-4-yl)phenyl)thiazol-2-yl)amino)butan-2-yl)carbamate CC([C@@H](C(NC=1SC=C(N1)C1=CC(=CC=C1)C1=CC=NC=C1)=O)NC(OC(C)(C)C)=O)(C)C